S(=O)(=O)([O-])C(F)(F)C(F)(F)C(F)(F)C(F)(F)F.C(C)(C)(C)C=1C(=C(C=CC1)[I+]C1=CC=CC=C1)C(C)(C)C di-t-butyldiPhenyliodonium nonaflate